[SiH3]N[SiH3] (bis-silyl)amine